FC(S(=O)(=O)[O-])(F)F.C(C)#N.C(C)#N.C(C)#N.C(C)#N.[Cu+] copper (I) tetrakis(acetonitrile) trifluoromethanesulfonate